C(C)(C)(C)OC(=O)N1C[C@@H]2N(CC1)[C@@H](CNC2)C.FC(C)(S(=O)(=O)C2=CC(=CC=C2)F)C2N(CCCC2)C(=O)NC=2C=NNC2 (1-fluoro-1-((3-fluorophenyl)sulfonyl)ethyl)-N-(1H-pyrazol-4-yl)piperidine-1-carboxamide tert-butyl-(6R,9aR)-6-methyl-1,3,4,6,7,8,9,9a-octahydropyrazino[1,2-a]pyrazine-2-carboxylate